(1R)-1-methyl-2-(trifluoromethyl)cyclohexane methyl-3-(9-((4-(aminomethyl)phenyl)carbamoyl)-4,5-dihydrobenzo[b]thieno[2,3-d]oxepin-8-yl)-6-(cyclopentylcarbamoyl)picolinate COC(C1=NC(=CC=C1C=1C(=CC2=C(OCCC3=C2SC=C3)C1)C(NC1=CC=C(C=C1)CN)=O)C(NC1CCCC1)=O)=O.C[C@H]1C(CCCC1)C(F)(F)F